[Si](C)(C)(C(C)(C)C)O[C@@H]([C@@H](CO)NC(OC)=O)C(NC(C1=CC=CC=C1)(C1=CC=CC=C1)C1=CC=CC=C1)=O methyl ((2R,3S)-3-((tert-butyldimethylsilyl)oxy)-1-hydroxy-4-oxo-4-(tritylamino)butan-2-yl)carbamate